(Z)-1-(2-fluoro-4-(1-(4-(trifluoromethoxy)phenyl)-1H-1,2,4-triazol-3-yl)phenyl)-3-(3-(2-(1-methoxyethyl)phenyl)-4-oxothiazolidin-2-ylidene)urea FC1=C(C=CC(=C1)C1=NN(C=N1)C1=CC=C(C=C1)OC(F)(F)F)NC(=O)\N=C\1/SCC(N1C1=C(C=CC=C1)C(C)OC)=O